BrC=1C=C(C(N(C1C)C=1C=NC=C(C1)F)=O)C(=O)O 5-bromo-5'-fluoro-6-methyl-2-oxo-2H-[1,3'-bipyridine]-3-carboxylic acid